FC=1C=C(C=CC1OC1=C2C(=NC=C1)NC(N2C(C)C)=O)NC(=O)C=2C=NN(C2C(F)(F)F)C2=NC=CC1=CC=CC=C21 N-(3-fluoro-4-((1-isopropyl-2-oxo-2,3-dihydro-1H-imidazo[4,5-b]pyridine-7-yl)oxy)phenyl)-1-(isoquinoline-1-yl)-5-(trifluoromethyl)-1H-pyrazole-4-carboxamide